(Diphenyltriazinyl)terbenzene C1(=CC=CC=C1)C1=C(C(=NN=N1)C1=C(C=CC=C1)C=1C(=CC=CC1)C1=CC=CC=C1)C1=CC=CC=C1